4-chloro-5-(3-(5-fluoro-2-(trifluoromethyl)phenoxy)-5,6-dihydroimidazo[1,2-a]pyrazin-7(8H)-yl)pyridazin-3(2H)-one ClC=1C(NN=CC1N1CC=2N(CC1)C(=CN2)OC2=C(C=CC(=C2)F)C(F)(F)F)=O